(1r,4r)-N1-(5-Chloro-4-(7-(pyridin-3-yl)imidazo[1,2-a]pyridin-3-yl)pyrimidin-2-yl)cyclohexane-1,4-diamine ClC=1C(=NC(=NC1)NC1CCC(CC1)N)C1=CN=C2N1C=CC(=C2)C=2C=NC=CC2